C(C1=CC=CC=C1)OC1=C(C(=C(C=C1)[C@H]1[C@@H](O[C@]([C@H]1C)(C(F)(F)F)C)C(=O)NC1=CC(=NC=C1)C(=O)N)OC)F 4-((2R,3S,4S,5R)-3-(4-(benzyloxy)-3-fluoro-2-methoxyphenyl)-4,5-dimethyl-5-(trifluoromethyl)tetrahydrofuran-2-carboxamido)pyridineamide